ClC1=NC(=CC(=C1)C(=O)C1CC1)C1CC1 (2-chloro-6-cyclopropylpyridin-4-yl)(cyclopropyl)methanone